FC1(OCCC2=C1N=C(N=C2)N2[C@H](CC2)C)F 8,8-difluoro-2-((S)-2-methylazetidin-1-yl)-5,8-dihydro-6H-pyrano[3,4-d]pyrimidine